[P].[Ir].[Pt] platinum iridium phosphorus